5-(((5-Phenyl-2-(pyridin-2-yl)thieno[2,3-d]pyrimidin-4-yl)amino)methyl)thiophene-2-sulfonamide C1(=CC=CC=C1)C1=CSC=2N=C(N=C(C21)NCC2=CC=C(S2)S(=O)(=O)N)C2=NC=CC=C2